COC(C1CCN(CC1)C1=CC=C(C=C1)C1C(CCC=2C=3C=NNC3C=CC21)C2=CC=CC=C2)OC 6-[4-[4-(dimethoxymethyl)-1-piperidyl]phenyl]-7-phenyl-6,7,8,9-tetrahydro-3H-benzo[e]indazole